tert-butyl (7-((2-(2,6-dioxopiperidin-3-yl)-1,3-dioxoisoindolin-5-yl)oxy) heptyl)(methyl)carbamate O=C1NC(CCC1N1C(C2=CC=C(C=C2C1=O)OCCCCCCCN(C(OC(C)(C)C)=O)C)=O)=O